FC1=C(C2=C(CCO2)C=C1NC1=NC(=CC(=N1)C)NC)C=1CC[C@@H](NCC1)CO |o1:23| [rel-(2R)-5-[6-fluoro-5-[[4-methyl-6-(methylamino)pyrimidin-2-yl]amino]-2,3-dihydrobenzofuran-7-yl]-2,3,4,7-tetrahydro-1H-azepin-2-yl]methanol